racemic-methyl 4-((7S*,8S*)-8-hydroxy-1,4-dioxaspiro[4.5]decan-7-yl)benzoate O[C@@H]1[C@@H](CC2(OCCO2)CC1)C1=CC=C(C(=O)OC)C=C1 |r|